C1(CC1)C#CC=1N=NC(=CC1[C@@H]1[C@H](C1)C(F)(F)F)C=1C(=NC(=NC1)OC)OC 3-(2-cyclopropylethynyl)-6-(2,4-dimethoxypyrimidin-5-yl)-4-[(1S,2S)-2-(trifluoromethyl)cyclopropyl]pyridazine